S(=O)(=O)(C)O[C@@H]1CC2=CC[C@H]3[C@@H]4CC=C([C@@]4(C)CC[C@@H]3[C@]2(CC1)C)N1C=NC2=C1C=CC=C2 3β-Mesyloxy-17-(1H-benzimidazol-1-yl)-androsta-5,16-dien